C(CCCCCCC)(=O)N[C@@H](CC1=CNC=N1)C(=O)O N-caprylyl-histidine